BrC1=C(C=C(C=C1)[C@@H]1O[C@@H]([C@H]([C@H]([C@H]1O)O)O)CO)CC1=CC=C(C=C1)OCC (2S,3R,4S,5S,6R)-2-(4-bromo-3-(4-ethoxybenzyl)phenyl)-6-(hydroxymethyl)-tetrahydro-2H-pyran-3,4,5-triol